ClC=1C(=C(C=CC1)NC1=NC=NC2=CC(=C(C=C12)N)C#C[C@]1(CN(CCC1)C)C)F (S)-N4-(3-chloro-2-fluorophenyl)-7-((1,3-dimethylpiperidin-3-yl)ethynyl)quinazoline-4,6-diamine